FC1(CN(CC[C@H]1N1C(N(C=2C=NC=3C=CC(=CC3C21)C=2C=NC(=CC2)OC)C)=O)C(C)C)F (R)-1-(3,3-difluoro-1-isopropylpiperidin-4-yl)-8-(6-methoxypyridin-3-yl)-3-methyl-1,3-dihydro-2H-imidazo[4,5-c]quinolin-2-one